7-(3,5-dimethylisoxazol-4-yl)-N-methyl-2-oxo-4-pyridin-2-yl-1,2,4,5-tetrahydroimidazo[1,5,4-de][1,4]benzoxazine-5-carboxamide 2,2,2-trifluoroacetate FC(C(=O)O)(F)F.CC1=NOC(=C1C1=CC=C2C=3N(C(C(OC31)C(=O)NC)C3=NC=CC=C3)C(N2)=O)C